lysine-hydrochloride Cl.N[C@@H](CCCCN)C(=O)O